O=C1NC(CCC1N1C(C2=CC=C(C=C2C1)/C=C/C(=O)OC(C)(C)C)=O)=O tert-butyl (E)-3-(2-(2,6-dioxopiperidin-3-yl)-1-oxoisoindolin-5-yl)acrylate